ethyl 4-chloro-5-(4-(difluoromethoxy)-6-((1,1,1-trifluoro-3-methylbutan-2-yl)amino)pyridin-3-yl)-1-ethyl-1H-pyrazole-3-carboxylate ClC=1C(=NN(C1C=1C=NC(=CC1OC(F)F)NC(C(F)(F)F)C(C)C)CC)C(=O)OCC